BrC1=CC=C(C=C1)C12CC(C1)(C2)NC(C(C)(C)OC2=CC=C(C=C2)F)=O N-(3-(4-bromophenyl)bicyclo[1.1.1]pentan-1-yl)-2-(4-fluorophenoxy)-2-methylpropanamide